O=C1N[C@H]2[C@@H](OC1)CCN(C2)C(=O)N2CCC(CC2)=C2CC=C(C=C2)CC2=C(OCCNC(OC(C)(C)C)=O)C=CC=C2 tert-Butyl (2-((4-((1-(4aR,8aS)-3-oxooctahydro-2H-pyrido[4,3-b][1,4]oxazine-6-carbonyl)piperidin-4-ylidene)(phenyl)methyl)phenoxy)ethyl)carbamate